O(CN)CN 1,1'-oxybis(methylamine)